3-[9H-fluorene-9-ylmethoxycarbonyl(methyl)amino]propanoate C1=CC=CC=2C3=CC=CC=C3C(C12)COC(=O)N(CCC(=O)[O-])C